1,10-bis(4-aminophenyl)decane NC1=CC=C(C=C1)CCCCCCCCCCC1=CC=C(C=C1)N